N1N=NC=C1C(=O)N1CC2CCC(C1)N2S(=O)(=O)C2=C(C#N)C=CC=C2 2-{[3-(1H-1,2,3-triazol-5-ylcarbonyl)-3,8-diazabicyclo[3.2.1]oct-8-yl]sulfonyl}benzonitrile